2-(1-(4-(2-(2,3-dioxoindolin-1-yl)acetamido)benzyl)-3,5-dimethyl-1H-pyrazol-4-yl)acetic acid O=C1N(C2=CC=CC=C2C1=O)CC(=O)NC1=CC=C(CN2N=C(C(=C2C)CC(=O)O)C)C=C1